COC1=CC=C(C=C1)CCC(C)O 4-(p-methoxyphenyl)-2-butanol